(6-amino-2,3-dihydro-1,4-benzoxazin-4-yl)methanesulfonate potassium salt [K+].NC=1C=CC2=C(N(CCO2)CS(=O)(=O)[O-])C1